NC=1C2=C(N(C(N1)=O)C1=C(C(=CC=C1)Cl)C)N=C(C=C2)C2CC2 4-amino-1-(3-chloro-2-methylphenyl)-7-cyclopropylpyrido[2,3-d]pyrimidin-2-one